C(C)(C)(C)OC(=O)N[C@@H](COC=1C(=C(C=CC1)C#CCCC(=O)OC)Cl)CCC(N)=O methyl 5-[3-[(2R)-2-[(tert-butoxycarbonyl)amino]-4-carbamoylbutoxy]-2-chlorophenyl]pent-4-ynoate